(3,4-dichlorophenyl)-4-(7-fluoro-2-oxo-2,3-dihydro-1H-1,3-benzodiazol-1-yl)piperidine-1-carboxamide ClC=1C=C(C=CC1Cl)C1N(CCC(C1)N1C(NC2=C1C(=CC=C2)F)=O)C(=O)N